(2E)-4-(dimethylamino)-1-[2-(4-methylphenyl)-3-(pyridin-4-yl)-6,7-dihydropyrazolo[1,5-a]pyrazin-5(4H)-yl]but-2-en-1-one CN(C/C=C/C(=O)N1CC=2N(CC1)N=C(C2C2=CC=NC=C2)C2=CC=C(C=C2)C)C